2,3-dihydroxybutanoic acid OC(C(=O)O)C(C)O